4-(8-((2-cyclopropyl-5-ethoxy-4'-fluoro-[1,1'-biphenyl]-4-yl)methyl)-2-oxo-1,3,8-triazaspiro[4.5]decan-3-yl)-N-(2-(2-(2-hydroxyethoxy)ethoxy)ethyl)benzamide C1(CC1)C1=C(C=C(C(=C1)CN1CCC2(CN(C(N2)=O)C2=CC=C(C(=O)NCCOCCOCCO)C=C2)CC1)OCC)C1=CC=C(C=C1)F